FC1=CC=C(C(=N1)N)SC 6-fluoro-3-(methylthio)pyridin-2-amine